CC1CC(OCC1)CCCCCCCC 4-methyl-2-octyltetrahydro-2H-pyran